CN1N=CC=2C=3C=CN=C(CCCCC(C(NC12)=O)C)C3 5,9-dimethyl-4,5,7,15-tetraazatricyclo[12.3.1.02,6]Octadecan-1(18),2(6),3,14,16-pentaen-8-one